3-[4-[[[2S,4R]-4-Methoxy-1-methyl-pyrrolidin-2-yl]methoxy]anilino]-5-methyl-6-(1-methylbenzimidazol-4-yl)pyrazine-2-carboxamide CO[C@@H]1C[C@H](N(C1)C)COC1=CC=C(NC=2C(=NC(=C(N2)C)C2=CC=CC=3N(C=NC32)C)C(=O)N)C=C1